5-(hydroxymethyl)-4-methyl-2H-pyridazin-3-one OCC1=C(C(NN=C1)=O)C